DL-2,4-dihydroxy-3,3-dimethylbutanoyl-CoA O[C@@H](C(=O)SCCNC(CCNC([C@@H](C(COP(OP(OC[C@@H]1[C@H]([C@H]([C@@H](O1)N1C=NC=2C(N)=NC=NC12)O)OP(=O)(O)O)(=O)O)(=O)O)(C)C)O)=O)=O)C(CO)(C)C |&1:1|